P(=O)(OC[C@H]1O[C@@]([C@@H]([C@@H]1O)O)(C#N)C1=CC=C2C(=NC=NN21)N)(OC(C)[C@@H](COCCCCCCCCCCCCCCCCCC)OCC2=CC=CC=C2)O ((2R,3S,4R,5R)-5-(4-aminopyrrolo[2,1-f][1,2,4]triazin-7-yl)-5-cyano-3,4-dihydroxytetrahydrofuran-2-yl)methyl ((3R)-3-(benzyloxy)-4-(octadecyloxy)butan-2-yl) hydrogen phosphate